FC(C1=NN=C2N1C=CC(=C2C)C(C(C(=O)OC(C)(C)C)(C)C)C2=NC(=C(C=C2)C)CO)F tert-Butyl 3-(3-(difluoromethyl)-8-methyl-[1,2,4]triazolo[4,3-a]pyridin-7-yl)-3-(6-(hydroxymethyl)-5-methylpyridin-2-yl)-2,2-dimethylpropanoate